FC(CNC=1N=CC2=C(N1)NC=C2C2=CC=1N(C=C2)N=CC1C(=O)NC1CCN(CC1)C)(C)C 5-(2-((2-fluoro-2-methylpropyl)amino)-7H-pyrrolo[2,3-d]pyrimidin-5-yl)-N-(1-methylpiperidin-4-yl)pyrazolo[1,5-a]pyridine-3-carboxamide